(1,3-dimesitylimidazolidin-2-ylidene)dichloro(2-((2-ethoxy-2-oxoethylidene)amino)benzylidene)ruthenium(II) C1(=C(C(=CC(=C1)C)C)N1C(N(CC1)C1=C(C=C(C=C1C)C)C)=[Ru-4](=CC1=C(C=CC=C1)N=CC(=O)OCC)(Cl)Cl)C